3-Ethyl 5-methyl [2-(2-aminoethoxymethyl)-4-(2-chlorophenyl)-6-methyl-3,5-pyridinedicarboxylate] fumarate C(\C=C\C(=O)O)(=O)O.NCCOCC1=NC(=C(C(=C1C(=O)OCC)C1=C(C=CC=C1)Cl)C(=O)OC)C